ClC1=C(N=C(NC1=O)C1=C(N=CS1)C)C1CCN(CC1)CC(C)C 5-chloro-4-(1-isobutyl-4-piperidinyl)-2-(4-methylthiazol-5-yl)-1H-pyrimidin-6-one